4-((3-cyclobutyl-1H-1,2,4-triazol-1-yl)sulfonyl)-N-(prop-2-yn-1-yl)benzamide C1(CCC1)C1=NN(C=N1)S(=O)(=O)C1=CC=C(C(=O)NCC#C)C=C1